C1(CC1)C=1C(=C2C=CNC2=C(C1)C)CC1C(CN(CC1)C)C1=CC=C(C(=O)O)C=C1 4-(4-((5-cyclopropyl-7-methyl-1H-indol-4-yl)methyl)-1-methylpiperidin-3-yl)benzoic acid